C(C1=CC=CC=C1)N1CC(C(CC1)(F)F)C 1-benzyl-4,4-difluoro-3-methylpiperidine